N-methyl-{2-[(tert-butyl)bis(methyl)siloxy]ethyl}amine CNCCO[Si](C)(C)C(C)(C)C